N-(3-chloro-5-(methylsulfonamido)phenyl)-4-(3-(1-(5-fluoropyridin-3-yl)ethoxy)pyridin-2-yl)-5-methylthiophene-2-carboxamide ClC=1C=C(C=C(C1)NS(=O)(=O)C)NC(=O)C=1SC(=C(C1)C1=NC=CC=C1OC(C)C=1C=NC=C(C1)F)C